BrC1=C(C(=CC(=C1)CCC)F)C(C)(C)O 2-(2-bromo-6-fluoro-4-propylphenyl)propan-2-ol